(5R)-N-((2S)-1-(((2S)-1-Amino-1-oxopropan-2-yl)amino)-2-(4-ethylphenyl)-1-oxobutan-2-yl)-2,7,7-trimethyl-5-phenyl-4,5,6,7-tetrahydropyrazolo[1,5-a]pyrimidine-3-carboxamide NC([C@H](C)NC([C@](CC)(C1=CC=C(C=C1)CC)NC(=O)C=1C(=NN2C1N[C@H](CC2(C)C)C2=CC=CC=C2)C)=O)=O